N-benzyl-1-(hydroxymethyl)tetrahydronaphthalene-1-carboxamide C(C1=CC=CC=C1)NC(=O)C1(CCCC2CC=CC=C12)CO